methyl 2-(6-oxo-2-phenyl-5-(3-(thiazol-2-yl)benzamido)pyrimidin-1(6H)-yl)acetate O=C1C(=CN=C(N1CC(=O)OC)C1=CC=CC=C1)NC(C1=CC(=CC=C1)C=1SC=CN1)=O